C(C)(C)(C)OC(=O)N1CCC=2C=CC(=NC2C1)C(NCC1=CC=C(C=C1)Cl)=O ((4-chlorobenzyl)carbamoyl)-5,8-dihydro-1,7-naphthyridine-7(6H)-carboxylic acid tert-butyl ester